COC1=C(C=CC(=C1)C)OC(CC1=CC=C(C=C1)C)=O 2-(4-methylphenyl)acetic acid 2-methoxy-4-methylphenyl ester